C(CCCCCCCCCCCCC)(=O)O[C@H](CNC(CCC(=O)O)=O)COC(CCCCCCCCCCCCC)=O 4-[[(2R)-2,3-di(tetradecanoyloxy)propyl]amino]-4-oxo-butyric acid